C(C)(C)OC1=CC=2N(C=C1C(NC1=NC(=CC=C1)C(F)(F)F)=O)C=C(N2)C2CCN(CC2)CC(=O)O 2-[4-[7-isopropoxy-6-[[6-(trifluoromethyl)-2-pyridyl]carbamoyl]imidazo[1,2-a]pyridin-2-yl]-1-piperidyl]acetic acid